7-cyclopropyl-6-[(4-methoxy-1-naphthyl)methyl]-4-oxo-1-thia-3a-aza-3-indancarboxylic acid C1(CC1)C=1C(=CC(N2C(CSC12)C(=O)O)=O)CC1=CC=C(C2=CC=CC=C12)OC